C(C)(C)(C)OC(NCC#CC1=CC=C(C=C1)Br)=O (3-(4-bromophenyl)prop-2-yn-1-yl)carbamic acid tert-butyl ester